P(=O)(O)(O)O.C(CCCCCCCCC)OC(C(=C)C)=O.C1(CC1)C(=O)C1CCN(CC1)C(=O)C=1C=NC2=C(C=C(C=C2C1N1CCC2(OCCO2)CC1)F)F (4-(cyclopropanecarbonyl)piperidin-1-yl)(6,8-difluoro-4-(1,4-dioxa-8-azaspiro[4.5]decan-8-yl)quinolin-3-yl)methanone decyl-methacrylate phosphate